CC(=O)N[C@@H](CCS(=N)(=O)C)C(=O)O The molecule is an N-acyl-L-alpha-amino acid that is L-methionine sulfoximine in which a hydrogen attached to the nitrogen is replaced by an acetyl group. It is a N-acetyl-L-amino acid, a L-methionine derivative, a N-acyl-L-alpha-amino acid and a sulfoximide. It is a conjugate acid of a N-acetyl-L-methionine sulfoximine(1-).